C1(CC1)C1=CC(=NN1)NC([C@H](C)C1=CC=C(C=C1)C1=CC=C(C=C1)NC(C=C)=O)=O (R)-N-(4'-(1-((5-cyclopropyl-1H-pyrazol-3-yl)amino)-1-oxopropan-2-yl)-[1,1'-biphenyl]-4-yl)acrylamide